di(diphenyltriazinyl)di(dimethylfluorenyl)benzene C1(=CC=CC=C1)C1=C(C(=NN=N1)C1=C(C(=C(C=C1)C1=C(C(=CC=2C3=CC=CC=C3CC12)C)C)C1=C(C(=CC=2C3=CC=CC=C3CC12)C)C)C1=NN=NC(=C1C1=CC=CC=C1)C1=CC=CC=C1)C1=CC=CC=C1